Ethyl 3-((3-methyl-1-(tetrahydro-2H-pyran-4-yl)-1H-pyrazole-5-carboxamido)methyl)-5-(3-Methylbenzyl)-4,5-dihydroisoxazole-5-carboxylate CC1=NN(C(=C1)C(=O)NCC1=NOC(C1)(C(=O)OCC)CC1=CC(=CC=C1)C)C1CCOCC1